tert-butyl 2-(1-(3-cyano-8-methoxyquinolin-4-yl)azetidin-3-yl)ethylcarbamate C(#N)C=1C=NC2=C(C=CC=C2C1N1CC(C1)CCNC(OC(C)(C)C)=O)OC